4-((4'-chloro-[1,1'-biphenyl]-2-yl)methyl)-2-(trifluoromethyl)piperazine ClC1=CC=C(C=C1)C1=C(C=CC=C1)CN1CC(NCC1)C(F)(F)F